NC1=CC=C(C=C1)N(C1=CC=CC=C1)C1=CC=C(C=C1)N N,N-bis(4-aminophenyl)aniline